5-Cyclopropyl-N-(3-fluoro-5-(1H-imidazol-2-yl)phenyl)pyrazolo[1,5-a]pyrimidine-3-carboxamide C1(CC1)C1=NC=2N(C=C1)N=CC2C(=O)NC2=CC(=CC(=C2)C=2NC=CN2)F